C1=CC=CC=2C3=CC=CC=C3C(C12)COC(=O)N[C@@H](CC1=CNC2=CC=CC=C12)C(=O)O N-[(9H-fluoren-9-ylmethoxy)carbonyl]-L-Tryptophan